CS(=O)(=O)C1=NC=CC(=N1)C1COC1 methylsulfonyl-4-(oxetan-3-yl)pyrimidine